The molecule is a member of the class of phenazines that is (10aS)-10,10a-dihydrophenazine substituted at position 1 by a carboxy group It is a member of phenazines and an aromatic amino acid. It is a conjugate acid of a (10aS)-10,10a-dihydrophenazine-1-carboxylate. C1=CC=C2C(=C1)N[C@@H]3C(=N2)C=CC=C3C(=O)O